10-fluoro-2-hexyldecyl 8-((2-hydroxyethyl)(8-(nonyloxy)-8-oxooctyl)amino)octanoate OCCN(CCCCCCCC(=O)OCC(CCCCCCCCF)CCCCCC)CCCCCCCC(=O)OCCCCCCCCC